OC1CN(CC1)C(=O)NC(C(=O)O)CCN(CCCCC1=NC=2NCCCC2C=C1)CCOC1=CC=CC=C1 2-[[3-hydroxypyrrolidine-1-carbonyl]amino]-4-[2-phenoxyethyl-[4-(5,6,7,8-tetrahydro-1,8-naphthyridin-2-yl)butyl]amino]butanoic acid